1,1-dimethylethyl ((3R)-1-{[2-(6-cyano-1-ethyl-1H-indol-2-yl)-1-methyl-1H-benzimidazol-5-yl]carbonyl}-3-piperidinyl)carbamate C(#N)C1=CC=C2C=C(N(C2=C1)CC)C1=NC2=C(N1C)C=CC(=C2)C(=O)N2C[C@@H](CCC2)NC(OC(C)(C)C)=O